tetra-t-butylbisphenol A C(C)(C)(C)C1=C(C(=C(C(=C1O)C(C)(C)C)C(C)(C)C)C(C)(C)C1=CC=C(C=C1)O)C(C)(C)C